B(O)(O)C=1C=CC(=C(C(=O)N2[C@@H](C[C@@H](C2)NC(=O)C=2C=CC3=C(B(OC3)O)C2)C(=O)NCC(=O)O)C1)S(=O)(=O)C ((2S,4S)-1-(5-borono-2-(methylsulfonyl)benzoyl)-4-(1-hydroxy-1,3-dihydrobenzo[c][1,2]oxaborole-6-carboxamido)pyrrolidine-2-carbonyl)glycine